Br(=O)(=O)O.S1C=NC=C1 thiazole bromate